1,4-diaza-bicyclo-(2.2.2)-octane N12CCN(CC1)CC2